1-((2-aminopyridin-4-yl)methyl)-5,5-dimethyl-3-(4-(2,2,2-trifluoroethyl)phenyl)imidazolidine-2,4-dione NC1=NC=CC(=C1)CN1C(N(C(C1(C)C)=O)C1=CC=C(C=C1)CC(F)(F)F)=O